methylenebis(phosphonate) C(P([O-])([O-])=O)P([O-])([O-])=O